N(C)CC(=O)OCCCCCCCCCCCCCCCCCC stearyl sarcosinate